2-[3-cyclopropyl-8-(difluoromethyl)-5-oxopyrazolo[1,5-a]pyrido[3,2-e]pyrimidin-4(5H)-yl]-N-(5-fluoropyridin-2-yl)acetamide C1(CC1)C=1C=NN2C1N(C(C1=C2N=C(C=C1)C(F)F)=O)CC(=O)NC1=NC=C(C=C1)F